C(C1=CC=CC=C1)N(C=1C(=NC(=C(C1)F)CC(F)F)OC)CC1=CC=CC=C1 N,N-dibenzyl-6-(2,2-difluoroethyl)-5-fluoro-2-methoxy-pyridine-3-amine